OC1=C(N=C2N1C=CC(=C2)C(N)=N)CSC Hydroxy-2-((methylthio)methyl)imidazo[1,2-a]pyridine-7-carboximidamide